BrC=1C(=NSC1C)C 4-bromo-3,5-dimethylisothiazole